1-(1-(4-methoxybenzyl)-2-carbonyl-1,2-dihydrobenzo[cd]indol-6-yl)-5-(trifluoromethyl)-N-(6-(trifluoromethyl)pyridazin-4-yl)-1H-pyrazole-4-carboxamide COC1=CC=C(CN2C(C3=C4C(C(=CC=C24)N2N=CC(=C2C(F)(F)F)C(=O)NC2=CN=NC(=C2)C(F)(F)F)=CC=C3)=C=O)C=C1